OCCC1=C(C=CC=C1)B(O)O 2-(2-hydroxyethyl)phenylboronic acid